N=1N=C(N2C1COCC2)[C@@H]2C[C@@H](CCC2)NC2=NC=C(C(=N2)OC2COC2)C(F)(F)F N-[(1R,3S)-3-(6,8-dihydro-5H-[1,2,4]triazolo[3,4-c][1,4]oxazin-3-yl)cyclohexyl]-4-(oxetan-3-yloxy)-5-(trifluoromethyl)pyrimidin-2-amine